N-(pyrazin-2-yl)-7-thia-2,5-diazatricyclo[6.4.0.02,6]dodeca-1(12),3,5,8,10-pentaene-4-carboxamide N1=C(C=NC=C1)NC(=O)C1=CN2C3=CC=CC=C3SC2=N1